Cis-4-(2-(4-(benzo[b]thiophen-4-yl)piperazin-1-yl)ethyl)-4-fluorocyclohexan-1-amine S1C2=C(C=C1)C(=CC=C2)N2CCN(CC2)CCC2(CCC(CC2)N)F